N1(C=NC=C1)CCC#CC1=CC=C(C=C1)C1=CC(=NO1)CN1C(=NC=C1)C(C)O 1-(1-((5-(4-(4-(1H-imidazol-1-yl)but-1-yn-1-yl)phenyl)isoxazol-3-yl)methyl)-1H-imidazol-2-yl)ethan-1-ol